2-[3-(4-chloro-3-fluorophenyl)-1-ethyl-1H-1,2,4-triazol-5-yl]-N-[(1S,2S)-2-hydroxy-2,3-dihydro-1H-inden-1-yl]acetamide ClC1=C(C=C(C=C1)C1=NN(C(=N1)CC(=O)N[C@@H]1[C@H](CC2=CC=CC=C12)O)CC)F